C(#N)C1=C(SC2=C1C(=NC=C2F)C=2C1=C(C=3C=NC(=NC3C2F)N2CC(C(C2)N2CCCCC2)O)COC1)NC(OC(C)(C)C)=O tert-Butyl (3-cyano-7-fluoro-4-(5-fluoro-3-(3-hydroxy-4-(piperidin-1-yl)pyrrolidin-1-yl)-7,9-dihydrofuro[3,4-f]quinazolin-6-yl)thieno[3,2-c]pyridin-2-yl)carbamate